(S)-N-(6-(trifluoromethyl)-2,3-dihydrobenzofuran-3-yl)-1-((2-(trimethylsilyl)ethoxy)methyl)-1H-pyrazol-4-amine FC(C1=CC2=C([C@@H](CO2)NC=2C=NN(C2)COCC[Si](C)(C)C)C=C1)(F)F